1-(4-((8-oxa-3-azabicyclo[3.2.1]octan-3-yl)sulfonyl)phenyl)-3-(4-chlorobenzyl)urea C12CN(CC(CC1)O2)S(=O)(=O)C2=CC=C(C=C2)NC(=O)NCC2=CC=C(C=C2)Cl